(1R,5S)-6-oxa-3-azabicyclo[3.2.1]octan [C@@H]12CNC[C@@H](OC1)C2